2-trifluoroethyl-2-naphthyl sulfide FC(CC1(CC2=CC=CC=C2C=C1)SC1(CC2=CC=CC=C2C=C1)CC(F)(F)F)(F)F